C(C)(C)C1=C(C=CC=C1)NC(=S)NC1=NC2=CC=C(C=C2C=C1)C1=NN(C=N1)C1=CC=C(C=C1)OC(F)(F)F 1-(2-isopropylphenyl)-3-[6-[1-[4-(trifluoromethoxy)phenyl]-1,2,4-triazol-3-yl]-2-quinolyl]thiourea